ClC1=CC=C2[C@@H](CCOC2=C1)NC(=O)[C@@H]1C(C[C@@H]2SCC[C@@H](C(N21)=O)NC([C@H](C)NC)=O)(C)C (4S,7S,9aS)-N-((R)-7-chlorochroman-4-yl)-8,8-dimethyl-4-((S)-2-(methylamino)propanamido)-5-oxooctahydropyrrolo[2,1-b][1,3]thiazepine-7-carboxamide